(4-(Benzyloxy)cyclopentane-1,2-diyl)bis(methylene)bis(4-methylbenzenesulfonate) C(C1=CC=CC=C1)OC1CC(C(C1)CC1=C(C=CC(=C1)C)S(=O)(=O)[O-])CC1=C(C=CC(=C1)C)S(=O)(=O)[O-]